C(C)(C)(C)OC(CCC=1C=CC(=C(C1)C[C@H](C(=O)OCC)O)OCC1=NC(=NC=C1)C1=C(C=CC=C1)OC)=O (R)-ethyl 3-(5-(3-(tert-butoxy)-3-oxopropyl)-2-((2-(2-methoxyphenyl)pyrimidin-4-yl)methoxy)phenyl)-2-hydroxypropanoate